ClC1=CC=C(C(=N1)C(=O)O)N[C@H](C)C=1C=C(C=C2C(N(C(=NC12)C1=CC(=CC=C1)F)C)=O)C (R)-6-chloro-3-((1-(2-(3-fluorophenyl)-3,6-dimethyl-4-oxo-3,4-dihydroquinazolin-8-yl)ethyl)amino)picolinic acid